C1=C(C=CC=2C3=CC=C(C=C3C3(C12)C1=CC=CC=C1C=1C=CC=CC13)N1C=3N(CCC1)CCCN3)N3C=1N(CCC3)CCCN1 1,1'-(9,9'-spirobi[9H-fluorene]-2,7-diyl)bis(1,3,4,6,7,8-hexahydro-2H-pyrimido[1,2-a]pyrimidine)